C(#N)C1(C2CC3CC(CC1C3)C2)C2=CC(=CC=C2)OC 2-cyano-2-(3-methoxyphenyl)adamantane